FC1=C(CN2CCN(CC2)C2=CC=C(C=C2)C2=CC(=CC=3N2C(=CN3)C#N)C=3C=NN(C3)C)C(=CC=C1)F 5-(4-(4-(2,6-difluorobenzyl)piperazin-1-yl)phenyl)-7-(1-methyl-1H-pyrazol-4-yl)imidazo[1,2-a]pyridine-3-carbonitrile